C(C=C)(=O)N1C[C@@H](N(C[C@H]1C)C1=NC(=NC2=C(C(=C(C=C12)Cl)C=1C=CC=C2CC(N(C12)C)=O)F)N1CC(C1)N(C)C)C 7-(4-((2S,5R)-4-acryloyl-2,5-dimethylpiperazin-1-yl)-6-chloro-2-(3-(dimethylamino)azetidin-1-yl)-8-fluoroquinazolin-7-yl)-1-methylindolin-2-one